aminoacrylic acid methacrylate C(C(=C)C)(=O)O.NC(C(=O)O)=C